The molecule is an N-acylhexadecasphinganine in which the acyl group is specified as palmitoyl (hexadecanoyl). It is a N-acylhexadecasphinganine and a N-palmitoyl-sphingoid base. It derives from a hexadecanoic acid. CCCCCCCCCCCCCCCC(=O)N[C@@H](CO)[C@@H](CCCCCCCCCCCCC)O